FC1C(C1)C(=O)NC=1N=C2N(C=C(C=C2CF)C2=C(C(=CC=C2)F)C)C1 2-fluoro-N-(6-(3-fluoro-2-methylphenyl)-8-(fluoromethyl)imidazo[1,2-a]pyridin-2-yl)cyclopropane-1-carboxamide